5-Methyl-2-[5-(methylsulfonyl)-3,4'-bipyridin-2'-yl]-N-(tetrahydro-2H-pyran-4-yl)-1H-imidazole-4-carboxamide CC1=C(N=C(N1)C1=NC=CC(=C1)C=1C=NC=C(C1)S(=O)(=O)C)C(=O)NC1CCOCC1